5-((1H-pyrazol-1-yl)methyl)-6-methoxy-N-(2,4,6-trimethoxyphenylsulfonimidoyl)picolinamide N1(N=CC=C1)CC=1C=CC(=NC1OC)C(=O)NS(=O)(=N)C1=C(C=C(C=C1OC)OC)OC